5-fluoro-4-(4-fluoro-2-isopropyl-2H-indazol-6-yl)pyrimidin-2-amine FC=1C(=NC(=NC1)N)C=1C=C(C2=CN(N=C2C1)C(C)C)F